4-chloro-5-((3R)-3-((4-(1-(4-chloro-2-hydroxybutyl)-3,5-dimethyl-1H-pyrazol-4-yl)pyridin-2-yl)oxy)pyrrolidin-1-yl)-2-(2-hydroxyethyl)pyridazin-3(2H)-one ClC=1C(N(N=CC1N1C[C@@H](CC1)OC1=NC=CC(=C1)C=1C(=NN(C1C)CC(CCCl)O)C)CCO)=O